2-(tert-butylBoc)-4-methyl-2,6-diazabicyclo[3.2.0]Heptane-4-carboxylic acid C(C)(C)(C)CC(OC(=O)N1C2CNC2C(C1)(C(=O)O)C)(C)C